1-(((S)-1-((R)-3-cyclohexyl-2-methylpropanoyl)-4-hydroxy-3,3-dimethylpiperidin-4-yl)methyl)-N-isopropyl-N-methyl-6-oxo-4-phenyl-1,6-dihydropyridine-3-carboxamide C1(CCCCC1)C[C@H](C(=O)N1CC([C@](CC1)(O)CN1C=C(C(=CC1=O)C1=CC=CC=C1)C(=O)N(C)C(C)C)(C)C)C